tert-butyl 4-(2-(4-chloro-5-((3-fluoro-5-(phenylethynyl)pyridin-2-yl)carbamoyl)-1H-pyrazol-1-yl)ethyl)piperidine-1-carboxylate ClC=1C=NN(C1C(NC1=NC=C(C=C1F)C#CC1=CC=CC=C1)=O)CCC1CCN(CC1)C(=O)OC(C)(C)C